ClC1=CC=C(C=C1)N1CCCCC1 1-(4-chlorophenyl)piperidin